[C-]1(C=CC=C1)CCC(=O)O.[CH-]1C=CC=C1.[Fe+2] 3-Ferrocenylpropanoic acid